12-hydroxylauric acid methyl ester COC(CCCCCCCCCCCO)=O